CC12OCC(CC1)CC2 1-methyl-2-oxabicyclo(2.2.2)octane